1-(5-((4-(4-(2,6-difluorobenzyl)-5-oxo-4,5-dihydro-1H-1,2,4-triazol-1-yl)phenyl)(hydroxy)methyl)-4-methylthiazol-2-yl)-3-methylazetidine-3-carbonitrile FC1=C(CN2C=NN(C2=O)C2=CC=C(C=C2)C(C2=C(N=C(S2)N2CC(C2)(C#N)C)C)O)C(=CC=C1)F